CS(=O)(=O)OCCCCCCN=[N+]=[N-] 6-azidohexyl Methanesulfonate